Racemic-3-(1-cyclopropylcyclopropyl)-5,6-dimethyl-7-(tetrahydropyran-2-ylmethyl)-[1,2,4]triazolo[4,3-a]pyrazin-8-one C1(CC1)C1(CC1)C1=NN=C2N1C(=C(N(C2=O)C[C@@H]2OCCCC2)C)C |r|